FC(OC1=CC=C(C=C1)[C@H]1OCCN(C1)C=1OC2=C(C=C(C=C2C(C1)=O)C)[C@@H](C)NC1=C(C(=O)O)C=CC=C1)F 2-(((R)-1-(2-((R)-2-(4-(difluoromethoxy)phenyl)morpholino)-6-methyl-4-oxo-4H-chromen-8-yl)ethyl)amino)benzoic acid